C(=O)(OCC)C(O)C(O)C(=O)OCC (2r,3r)-diethyl tartrate